CN(C)CC1CN(CCC1(O)C=1C=C(C(=O)N)C=CC1)CCC1=CC=C(C=C1)OC anti-3-(3-((dimethylamino)methyl)-4-hydroxy-1-(4-methoxyphenethyl)piperidin-4-yl)benzamide